FC1(C(N(C2=C(O1)C=C(C(=C2)C2=C(C(=C(C=C2F)F)F)F)F)CC(=O)N2CC(C2)C(=O)OC)=O)F methyl 1-(2-(2,2,7-trifluoro-3-oxo-6-(2,3,4,6-tetrafluorophenyl)-2,3-dihydro-4H-benzo[b][1,4]oxazin-4-yl)acetyl)azetidine-3-carboxylate